1-(4-(2-(Dimethylamino)ethoxy)phenyl)-5-methyl-2-phenylhexan-1-one CN(CCOC1=CC=C(C=C1)C(C(CCC(C)C)C1=CC=CC=C1)=O)C